C(CCCCCC(C)(C)C)(=O)[O-].[Zn+2].C(CCCCCC(C)(C)C)(=O)[O-] ZINC NEODECANOATE